B([O-])(F)F.[Li+] lithium bis-fluoroborate